C1(CCCCC1)C=1C(C=C(\C(\C1)=N/C1=C(C=CC=C1C#N)S(=O)(=O)O)C)=O.CN1N=C(C(=C1C1=CC=CC=C1)C1=NC=NC2=CC(=CC=C12)C=1C=NN(C1)C)C 4-(1,3-dimethyl-5-phenyl-1H-pyrazol-4-yl)-7-(1-methyl-1H-pyrazol-4-yl)quinazoline [(Z)-(5-cyclohexyl-2-methyl-4-oxocyclohexa-2,5-dien-1-ylidene)amino]3-cyanobenzenesulfonate